(7S,13R)-9-(2-chloro-6-fluoro-phenyl)-13-(difluoromethyl)-3,7-dimethyl-16-thia-2,4,5,8-tetrazatetracyclo[8.6.0.02,6.011,15]hexadeca-1(10),3,5,8,11(15)-pentaene ClC1=C(C(=CC=C1)F)C1=N[C@H](C2=NN=C(N2C=2SC=3C[C@@H](CC3C12)C(F)F)C)C